S1C(=CC=C1)C#CC(C)=O 4-thienyl-3-butyn-2-one